C1=C(NC=[NH+]1)C[C@H](C(=O)O)[NH3+] The molecule is the D-enantiomer of histidinium(2+). It has a role as a Saccharomyces cerevisiae metabolite. It is a conjugate acid of a D-histidinium(1+). It is an enantiomer of a L-histidinium(2+).